ClC1=CC=C(C=C1)C1(CCN(CC1)C(=O)OC(C)(C)C)NS(=O)(=O)C1=CC=C(C=C1)OC(F)(F)F tert-butyl 4-(4-chlorophenyl)-4-((4-(trifluoromethoxy)phenyl)sulfonamido)piperidine-1-carboxylate